BrC=1C=C(C=CC1)C1=CC(=NO1)C1=CC=CC=C1 5-(3-bromophenyl)-3-phenylisoxazole